2-((5-(4-(((2S,3R)-3-(benzyloxy)pyrrolidin-2-yl)methoxy)cyclohex-1-en-1-yl)-1-((2-(trimethylsilyl)ethoxy)methyl)-1H-indazol-6-yl)oxy)acetic acid C(C1=CC=CC=C1)O[C@H]1[C@@H](NCC1)COC1CC=C(CC1)C=1C=C2C=NN(C2=CC1OCC(=O)O)COCC[Si](C)(C)C